COC(C1=C(C(=CC(=C1)C)Br)O)=O.ClC1=C(C=CC=C1)CC(=O)NC1=CC(=C(C=C1)C=1C=NC(=CC1)C)S(N)(=O)=O 2-(2-Chlorophenyl)-N-[4-(6-methylpyridin-3-yl)-3-sulfamoylphenyl]acetamide methyl-3-bromo-2-hydroxy-5-methylbenzoate